C(C[C@@H](C(=O)O)N)SSCC[C@@H](C(=O)O)N |r| DL-Homocystine